[Cu].[Ba].[Eu] europium-barium-copper